O=C[C@H](O)[C@H](O)[C@@H](O)[C@H](O)C(=O)[O-] GULURONAT